ClC1C(C(CCC1)(P(C1CCCCC1)C1CCCCC1)Cl)=CC=C(C)C dichloro(3-methyl-2-butenylidene)(tricyclohexylphosphine)